2-(4-(4,4,5,5-tetramethyl-1,3,2-dioxaborolan-2-yl)phenyl)ethan-1-ol CC1(OB(OC1(C)C)C1=CC=C(C=C1)CCO)C